2-(3,4-dichlorophenyl)-1-ethyl-6-[(5-fluoroindazol-1-yl)methyl]-4-oxo-pyridine-3-carboxylic acid ClC=1C=C(C=CC1Cl)C=1N(C(=CC(C1C(=O)O)=O)CN1N=CC2=CC(=CC=C12)F)CC